FC1(CC1)C(OC=1C=2N(C=C(C1)C=1N=NN(C1C)C1CCNCC1)N=CC2C#N)C2=NC=C(C=C2)F 4-[(1-fluorocyclopropyl)-(5-fluoro-2-pyridyl)methoxy]-6-[5-methyl-1-(4-piperidyl)triazol-4-yl]pyrazolo[1,5-a]pyridine-3-carbonitrile